L-1,3-dimethyl-imidazole bromide [Br-].CN1CN(C=C1)C